2-(4-bromo-2H-1,2,3-triazol-2-yl)-3-chloro-5-nitropyridine BrC1=NN(N=C1)C1=NC=C(C=C1Cl)[N+](=O)[O-]